FC=1C=C2CN(CC2=CC1)C=1OC2=C(C=C(C=C2C(C1C)=O)C(F)(F)F)C(C)NC1=C(C(=O)O)C=CC=C1 2-[1-[2-(5-Fluoroisoindolin-2-yl)-3-methyl-4-oxo-6-(trifluoromethyl)chromen-8-yl]ethylamino]benzoic acid